4,4'-di(9H-carbazol-9-yl)-1,1'-biphenyl C1=CC=CC=2C3=CC=CC=C3N(C12)C1=CC=C(C=C1)C1=CC=C(C=C1)N1C2=CC=CC=C2C=2C=CC=CC12